(S)-N-(4-bromo-3-methylbenzyl)-1-(2-(3-fluoro-4-methylphenyl)-2H-pyrazolo[3,4-d]pyrimidin-4-yl)piperidine-3-carboxamide BrC1=C(C=C(CNC(=O)[C@@H]2CN(CCC2)C=2C=3C(N=CN2)=NN(C3)C3=CC(=C(C=C3)C)F)C=C1)C